2,4-diethoxythioxanthone C(C)OC1=CC=2C(C3=CC=CC=C3SC2C(=C1)OCC)=O